4-(2-chloro-6-(piperazin-1-ylmethyl)thieno[3,2-d]pyrimidin-4-yl)morpholine-dihydrochloride Cl.Cl.ClC=1N=C(C2=C(N1)C=C(S2)CN2CCNCC2)N2CCOCC2